5-cyano-6-methyl-3-bromopyridine C(#N)C=1C=C(C=NC1C)Br